Cl.N1(CCN(CCN(CCNCC1)CC(=O)O)CC(=O)O)CC(=O)O 1,4,7,10-tetraazacyclododecane-1,4,7-triacetic acid hydrochloride